ClC1=CC=C2C(=C(N(C2=C1C=1C(=NN(C1C)C)C)C)C(=O)O)CCCOC1=CC(=C(C(=C1)C)Cl)C 6-chloro-3-(3-(4-chloro-3,5-dimethylphenoxy)propyl)-1-methyl-7-(1,3,5-trimethyl-1H-pyrazol-4-yl)-1H-indole-2-carboxylic acid